C(C1=CC(=C(C(=C1)C(C)(C)C)O)C(C)(C)C)C1=CC(=C(C(=C1)C(C)(C)C)O)C(C)(C)C 4,4'-methylenebis(2,6-ditert-butyl-phenol)